2'-(Difluoromethyl)-N-(6-isopropylthiazolo[4,5-c]pyridin-2-yl)-5'-methoxy-6-(6-oxopyridazin-1(6H)-yl)-[4,4'-Bipyridine]-3-carboxamide FC(C1=NC=C(C(=C1)C1=C(C=NC(=C1)N1N=CC=CC1=O)C(=O)NC=1SC2=C(C=NC(=C2)C(C)C)N1)OC)F